(1S,3R,4S)-2-((3-chloro-2-methylphenyl)glycyl)-5,5-difluoro-N-((R,Z)-4-fluoro-4-(methylsulfonyl)-1-((S)-2-oxopyrrolidin-3-yl)but-3-en-2-yl)-2-azabicyclo[2.2.2]octane-3-carboxamide ClC=1C(=C(C=CC1)NCC(=O)N1[C@@H]2CC([C@H]([C@@H]1C(=O)N[C@H](C[C@H]1C(NCC1)=O)\C=C(/S(=O)(=O)C)\F)CC2)(F)F)C